(3S)-tert-Butyl 3-((6-bromo-3-methylpyridin-2-yl)carbamoyl)-5-(pyrrolidin-1-ylmethyl)-2-azabicyclo[3.1.0]hexane-2-carboxylate BrC1=CC=C(C(=N1)NC(=O)[C@H]1N(C2CC2(C1)CN1CCCC1)C(=O)OC(C)(C)C)C